[1,4]-oxaazepan-5-one O1CCNC(CC1)=O